[Na+].C(CCCCCCCCCCC)(=O)[O-].[Na+].ClC1=C(C(=O)N(C)C)C=CC(=C1)N1CCN(CC1)C1CN(C1)S(=O)(=O)C1=C(C=CC=C1)C(F)(F)F.C(CCCCCCCCCCC)(=O)[O-] 2-chloro-N,N-dimethyl-4-(4-(1-(2-(trifluoromethyl)phenylsulfonyl)azetidin-3-yl)piperazin-1-yl)benzamide sodium laurate sodium